2-(3-bromo-5-(methyl-d3)phenoxy)-9-(4-(methyl-d3)-5-(4-(methyl-d3)phenyl)pyridin-2-yl)-9H-carbazole BrC=1C=C(OC2=CC=3N(C4=CC=CC=C4C3C=C2)C2=NC=C(C(=C2)C([2H])([2H])[2H])C2=CC=C(C=C2)C([2H])([2H])[2H])C=C(C1)C([2H])([2H])[2H]